Br.ClC=1C(=C(C=CC1)C[C@@H]1NC[C@@H]([C@@H]1NS(=O)(=O)C)F)F N-{(2S,3R,4S)-2-[(3-chloro-2-fluorophenyl)methyl]-4-fluoropyrrolidin-3-yl}methanesulfonamide Hydrobromide